trans-4-(5-(4-aminophenyl)-2-chloro-7H-pyrrolo[2,3-d]pyrimidin-7-yl)cyclohexan-1-ol NC1=CC=C(C=C1)C1=CN(C=2N=C(N=CC21)Cl)[C@@H]2CC[C@H](CC2)O